3-amino-5-(trifluoromethyl)pyridine-2-thiol NC=1C(=NC=C(C1)C(F)(F)F)S